palmitic acid, glycidyl ester C(CCCCCCCCCCCCCCC)(=O)OCC1CO1